C(C)(C)(C)C1=C(C2=C(N=CN=C2OC2=C(C=CC=C2F)F)S1)C1=CC(=CC=C1)Cl 6-tert-butyl-5-(3-chlorophenyl)-4-(2,6-difluorophenoxy)thieno[2,3-d]pyrimidine